3-Methoxy-N-(4-methoxybenzyl)-N-methyl-1-(4-(trifluoromethyl)phenyl)-1H-indazole-5-sulfonamide COC1=NN(C2=CC=C(C=C12)S(=O)(=O)N(C)CC1=CC=C(C=C1)OC)C1=CC=C(C=C1)C(F)(F)F